Ethyl (E)-N-((methylsulfonylsulfonyl)oxy)acetimidate CS(=O)(=O)S(=O)(=O)O/N=C(\C)/OCC